FC=1C(=C(C=CC1F)[C@H]1[C@@H](O[C@]([C@H]1C)(C(F)(F)F)C)C(=O)NC1=CC(=NC=C1F)C(CO)NC)OC |o1:8,9,11,12| rel-(2R,3S,4S,5R)-3-(3,4-difluoro-2-methoxyphenyl)-N-(5-fluoro-2-(2-hydroxy-1-(methylamino)ethyl)pyridin-4-yl)-4,5-dimethyl-5-(trifluoromethyl)tetrahydrofuran-2-carboxamide